6-[8-(1,3-benzothiazol-2-ylcarbamoyl)-3,4-dihydroisoquinolin-2(1H)-yl]-3-(1-benzyl-5-phenyl-1H-pyrazol-4-yl)pyridine-2-carboxylic acid S1C(=NC2=C1C=CC=C2)NC(=O)C=2C=CC=C1CCN(CC21)C2=CC=C(C(=N2)C(=O)O)C=2C=NN(C2C2=CC=CC=C2)CC2=CC=CC=C2